CC=CCCCCCCCO Dec-2-en-10-ol